C1(=CC=CC=C1)[C@@H]1N2C(COC1)=NC1=C2N=C(C=C1)C=1C=NC(=NC1)N1CC2N(CC1)CNC2=O 7-(5-((S)-9-phenyl-8,9-dihydro-6H-pyrido[3',2':4,5]imidazo[2,1-c][1,4]oxazin-2-yl)pyrimidin-2-yl)hexahydroimidazo[1,5-a]pyrazin-1(5H)-one